CC(C)C(CCCC(C)C)C 2,3,7-trimethyl-octane